(2S)-2-amino-3-(4-prop-2-ynyloxyphenyl)propionic acid hydrochloride Cl.N[C@H](C(=O)O)CC1=CC=C(C=C1)OCC#C